ClC1=CC=C(C=C1)[C@@H](CC)N=C=O (R)-(+)-1-(4-chlorophenyl)propyl isocyanate